C1=CC=C(C(=C1)O)OC2=CC=C(C=C2)O 2,4'-dihydroxydiphenyl ether